FC(N1C=NC2=C1C(=C(C=C2C2=CC=C(C=C2)OC(F)(F)F)CC(C(=O)N)=C)C(CO)O)F ((1-(difluoromethyl)-7-(1,2-dihydroxyethyl)-4-(4-(trifluoromethoxy)phenyl)-1H-benzo[d]imidazol-6-yl)methyl)acrylamide